BrC1=CC(=C(C=C1OC)C[C@@H](C)N)OC (R)-1-(4-bromo-2,5-dimethoxyphenyl)propan-2-amine